12-(4,5-dimethoxy-2-methylphenyl)-12-oxododecanoic acid methyl ester COC(CCCCCCCCCCC(=O)C1=C(C=C(C(=C1)OC)OC)C)=O